CC1(NC(CC(C1)CCCC)(C)C)C 2,2,6,6-tetramethyl-4-n-butylpiperidine